NC1CN(CC(C1)OC)C(=O)OC(C)(C)C tert-Butyl 3-amino-5-methoxypiperidine-1-carboxylate